BrCC1C(C1)(Cl)Cl 2-(bromomethyl)-1,1-dichloro-cyclopropane